C1(CCCCC1)N1C[C@H]([C@@H](CC1)NC(=O)C1=NOC(=C1)C1=C(C=C(C=C1F)F)F)C(=O)O |r| rac-(3R,4R)-1-cyclohexyl-4-{[5-(2,4,6-trifluoro-phenyl)-isoxazole-3-carbonyl]-amino}-piperidine-3-carboxylic acid